BrCCCOC1=C(C=CC=C1)C 1-(3-bromopropoxy)-2-methylbenzene